CS(=O)(=O)C1=NC=2C=CC=CC2C=2N1N=C(C2)CNC(C2=C(C=CC=C2)OC(F)(F)F)=O N-((5-(methylsulfonyl)pyrazolo[1,5-c]quinazolin-2-yl)methyl)-2-(trifluoromethoxy)benzamide